Ethyl 2-(6-methoxy-3-nitropyridin-2-yl)-2-methylpropanoate COC1=CC=C(C(=N1)C(C(=O)OCC)(C)C)[N+](=O)[O-]